FC1([C@H](C1)C=1C(=C2C=CN(C2=C(C1)C)C(=O)OC(C)(C)C)C=O)F tert-butyl (R)-5-(2,2-difluorocyclopropyl)-4-formyl-7-methyl-1H-indole-1-carboxylate